C(CCCCC(=O)OCC(CCCCCC=C)CCCCCC=C)(=O)OCC(COC(CCC(OCCCC\C=C/CC)OCCCC\C=C/CC)=O)CO 3-((4,4-bis(((Z)-oct-5-en-1-yl)oxy)butanoyl)oxy)-2-(hydroxymethyl)propyl (2-(hept-6-en-1-yl)non-8-en-1-yl) adipate